[Cl-].[Cl-].[Cl-].C1(C=CC2=CC=CC=C12)[Zr+3] (indenyl)zirconium trichloride